N1(CCC1)C(=O)C1=CC(=C(C=C1)C1=NC=CC2=C1CN(C2=O)C2=CC=C(C=C2)OC(F)F)OC 4-[4-(azetidine-1-carbonyl)-2-methoxyphenyl]-2-[4-(difluoromethoxy)phenyl]-2,3-dihydro-1H-pyrrolo[3,4-c]pyridin-1-one